O1C=C(C2=C1C=CC=C2)S(=O)(=O)Cl benzofuran-3-sulfonyl chloride